Br.BrCC1=CC=C2C=NNC2=C1 6-(bromomethyl)-1H-indazole HBr salt